C(C)C1=C(C=CC=C1)P([O-])(=O)C(C1=C(C=C(C=C1C)C)C)=O Ethyl-2,4,6-trimethyl-benzoylphenylphosphinat